((2,3-bis((5-(pyrrolidin-1-yl)pentanoyl)oxy)butane-1,4-diyl)bis(oxy))bis(hexane-6,1-diyl) bis(2-hexyldecanoate) C(CCCCC)C(C(=O)OCCCCCCOCC(C(COCCCCCCOC(C(CCCCCCCC)CCCCCC)=O)OC(CCCCN1CCCC1)=O)OC(CCCCN1CCCC1)=O)CCCCCCCC